[2'-amino-1,1'-biphenyl] palladium (II) [Pd+2].NC1=C(C=CC=C1)C1=CC=CC=C1